C12(CC(C1)C2)N2C=C(C(=CC2=O)NCC21CC(C2)(C1)OC)C(=O)OC Methyl 1-(bicyclo[1.1.1]pentan-1-yl)-4-(((3-methoxybicyclo[1.1.1]pentan-1-yl)methyl)amino)-6-oxo-1,6-dihydropyridine-3-carboxylate